1-isopropyl-3-(2-(ethylthio)phenyl)-5-methyl-pyrazole-4-ol C(C)(C)N1N=C(C(=C1C)O)C1=C(C=CC=C1)SCC